1-(4-((4-((4-((2-(3,3-difluoroazetidin-1-yl)pyridin-4-yl)oxy)-2-fluorophenyl)amino)-7-methoxyquinazolin-6-yl)amino)piperidin-1-yl)prop-2-en-1-one FC1(CN(C1)C1=NC=CC(=C1)OC1=CC(=C(C=C1)NC1=NC=NC2=CC(=C(C=C12)NC1CCN(CC1)C(C=C)=O)OC)F)F